[1,2]oxazole-3-carboxamide O1N=C(C=C1)C(=O)N